3-((4-(5-(chlorodifluoromethyl)-1,2,4-oxadiazol-3-yl)phenyl)amino)-4-(phenylamino)cyclobut-3-ene-1,2-dione ClC(C1=NC(=NO1)C1=CC=C(C=C1)NC=1C(C(C1NC1=CC=CC=C1)=O)=O)(F)F